BrC1=CC=C(C=C1)S(=O)(=O)C1CCN(CC1)C(C(F)(F)F)=O 1-(4-((4-bromophenyl)sulfonyl)piperidin-1-yl)-2,2,2-trifluoroethan-1-one